1-(4-bromophenyl)-N-(trimethylsilyl)methanimine BrC1=CC=C(C=C1)C=N[Si](C)(C)C